ClC=1C=C(N)C=CC1OCC1=NC=CN=C1 3-chloro-4-(pyrazin-2-ylmethoxy)aniline